ClC=1C(=C(N(C1N1C(C(CC1)CC1=CC(=C(C(=C1)F)F)F)=O)COCC[Si](C)(C)C)C#N)C1=CN=NC=C1 4-Chloro-5-(2-oxo-3-(3,4,5-trifluorobenzyl)pyrrolidin-1-yl)-3-(pyridazin-4-yl)-1-((2-(trimethylsilyl)ethoxy)methyl)-1H-pyrrole-2-carbonitrile